2-(4-(6-(((1S,2R,3R,5R)-2-fluoro-8-methyl-8-azabicyclo[3.2.1]octan-3-yl)oxy)pyridazin-3-yl)-3-hydroxyphenyl)-3-methylpyrimidin-4(3H)-one F[C@@H]1[C@@H]2CC[C@H](C[C@H]1OC1=CC=C(N=N1)C1=C(C=C(C=C1)C1=NC=CC(N1C)=O)O)N2C